Methyl 4-[5-[tert-butyl(dimethyl)silyl]oxy-6-[[6-(trifluoromethyl)pyridine-2-carbonyl]amino]-1,3-benzoxazol-2-yl]cyclohexanecarboxylate [Si](C)(C)(C(C)(C)C)OC=1C(=CC2=C(N=C(O2)C2CCC(CC2)C(=O)OC)C1)NC(=O)C1=NC(=CC=C1)C(F)(F)F